Cl.C12CC(CC(CC1)N2)OC2=CC=C(C#N)C=C2 4-((8-azabicyclo[3.2.1]octan-3-yl)oxy)benzonitrile HCl